FC1=CC=C(C=C1)N1C(=C(C2=C(C=CC=C12)O)C1=CC=C(C(=O)O)C=C1)C1CN(CCC1)C(=O)OC 4-[1-(4-fluorophenyl)-4-hydroxy-2-(1-methoxycarbonyl-3-piperidinyl)indol-3-yl]Benzoic acid